C1(CCCC1)CS(=O)(=NC1=CC=C(C=C1)CC1=NOC(=N1)C(F)(F)F)C (cyclopentylmethyl)(methyl)((4-((5-(trifluoromethyl)-1,2,4-oxadiazol-3-yl)methyl)phenyl)imino)-λ6-sulfanone